2-[1-(2,2-difluoroethyl)pyrazol-4-yl]-5-ethylsulfonyl-1-methyl-imidazole-4-carboxylic acid FC(CN1N=CC(=C1)C=1N(C(=C(N1)C(=O)O)S(=O)(=O)CC)C)F